(2S,4R)-1-[(2S)-2-(4-cyclopropyltriazol-1-yl)-3,3-dimethyl-butanoyl]-4-hydroxy-N-[(3-hydroxypyrazin-2-yl)methyl]pyrrolidine-2-carboxamide C1(CC1)C=1N=NN(C1)[C@H](C(=O)N1[C@@H](C[C@H](C1)O)C(=O)NCC1=NC=CN=C1O)C(C)(C)C